1-(1-(3,5-dimethylphenyl)-9-nitronaphtho[2',3':4,5]thieno[2,3-c]pyridin-10-yl)-2,2-dimethylpropan-1-one CC=1C=C(C=C(C1)C)C1=NC=CC2=C1SC1=C2C=C2C=CC=C(C2=C1C(C(C)(C)C)=O)[N+](=O)[O-]